P(O)(=O)(OP(=O)(O)OP(=O)(O)O)OC[C@@H]1[C@H](C[C@@H](O1)N1C=NC=2C(=O)NC(N)=NC12)O deoxyguanosine-5'-triphosphate